Pyrido[4,3-b]indole C1=NC=CC=2NC=3C=CC=CC3C21